C(C)C1=CC=C(N(C)C)C=C1 4-Ethyl-N,N-dimethylaniline